Cl.CS(=O)(C)=NC1=CC(N(C=C1C1=CC=CC=C1)CC1(CCNCC12CCCC2)O)=O 4-((dimethyl(oxo)-λ6-sulfaneylidene)amino)-1-((10-hydroxy-7-azaspiro[4.5]decan-10-yl)methyl)-5-phenylpyridin-2(1H)-one hydrochloride